C(C=C)(=O)N1CC(NCC1)C(=O)[O-] 4-(2-propenoyl)-2-piperazinecarboxylate